(R)-2-(3-((1-(2'-fluoro-[1,1'-biphenyl]-4-yl)ethyl)amino)-6-(2-fluorophenyl)-2-oxopyrazin-1(2H)-yl)acetic acid FC1=C(C=CC=C1)C1=CC=C(C=C1)[C@@H](C)NC=1C(N(C(=CN1)C1=C(C=CC=C1)F)CC(=O)O)=O